C(#N)C=1C=NN2C1C(=CC(=C2)C=2C=NN(C2C)C2CCN(CC2)C(=O)OC(C)(C)C)O[C@H](C)C2=NN(C=C2)C tert-Butyl 4-(4-[3-cyano-4-[(1R)-1-(1-methylpyrazol-3-yl)ethoxy]pyrazolo[1,5-a]pyridin-6-yl]-5-methylpyrazol-1-yl)piperidine-1-carboxylate